S1C(=NC2=C1C=CC=C2)NC(=O)C=2C=CC(=C1CCN(CC21)C2=CC=C(C(=N2)C(=O)OCC)C=2C=NN(C2C)CC2CCCCC2)OCCNC(=O)OC(C)(C)C ethyl 6-[8-(1,3-benzothiazol-2-ylcarbamoyl)-5-[2-(tert-butoxycarbonylamino)ethoxy]-3,4-dihydro-1H-isoquinolin-2-yl]-3-[1-(cyclohexylmethyl)-5-methyl-pyrazol-4-yl]pyridine-2-carboxylate